C1(CC1)C(C=1N=CN(C1)C(=O)OC(C)(C)C)O tert-Butyl 4-(cyclopropyl(hydroxy)methyl)-1H-imidazole-1-carboxylate